Cl.NC=1C=C(C=NC1)B(O)O 5-AMINOPYRIDINE-3-BORONIC ACID-HCL